C(=C)C(CC)CCCCCCCCC 3-vinyldodecane